1,2-dimethyl-sulfanyl-benzene CC1=C(C(=CC=C1)S)C